ClC(C1=NC(=NO1)C=1C=CC(=NC1)CP(NC1=C(C=CC=C1Cl)Cl)(=O)C)(F)F P-((5-(5-(chlorodifluoromethyl)-1,2,4-oxadiazol-3-yl)pyridin-2-yl)methyl)-N-(2,6-dichlorophenyl)-P-methylphosphinic amide